di([1,1'-biphenyl]-4-yl)chlorophosphine C1(=CC=C(C=C1)P(Cl)C1=CC=C(C=C1)C1=CC=CC=C1)C1=CC=CC=C1